CN1N=CC(=C1)O 1-methyl-1h-pyrazol-4-ol